ClCC(=O)NC1=CC=C(C=C1)OC1=CC(=CC=C1)F 2-Chloro-N-(4-(3-fluorophenoxy)phenyl)acetamide